CC=1C(=CC=2N(N1)C(=CN2)C2=NC1=CC(=CC=C1C=C2)C2=CC=NC=C2)C2=CC(=CC=C2)N2CCN(CC2)C (6-methyl-7-(3-(4-methylpiperazin-1-yl)phenyl)imidazo[1,2-b]pyridazin-3-yl)-7-(pyridin-4-yl)quinoline